FC(CN1N=CC(=C1)C1=NC(=NC=C1C(F)(F)F)N[C@H]1C[C@H](CCC1)N1C=NC=2C1=NC(=CC2)OC)F 4-(1-(2,2-difluoroethyl)-1H-pyrazol-4-yl)-N-((1R,3S)-3-(5-methoxy-3H-imidazo[4,5-b]pyridin-3-yl)cyclohexyl)-5-(trifluoromethyl)pyrimidin-2-amine